1-N'-(4-fluorophenyl)-1-N-[4-[[7-methoxy-6-(1H-pyrazol-4-yl)-1,5-naphthyridin-4-yl]oxy]phenyl]cyclopropane-1,1-dicarboxamide FC1=CC=C(C=C1)NC(=O)C1(CC1)C(=O)NC1=CC=C(C=C1)OC1=CC=NC2=CC(=C(N=C12)C=1C=NNC1)OC